tert-butyl N-[4-(4-fluorophenyl)-2-[[4-[[2-methyl-3-(2-trimethylsilylethoxymethyl)imidazol-4-yl]sulfonimidoyl]benzoyl]amino]phenyl]carbamate FC1=CC=C(C=C1)C1=CC(=C(C=C1)NC(OC(C)(C)C)=O)NC(C1=CC=C(C=C1)S(=O)(=N)C=1N(C(=NC1)C)COCC[Si](C)(C)C)=O